trans-N-(4-chloro-3-(2H-1,2,3-triazol-2-yl)phenyl)-3-methyl-1-((5-methyl-1,3,4-oxadiazol-2-yl)methyl)-6-azabicyclo[3.1.1]heptane-6-carboxamide ClC1=C(C=C(C=C1)NC(=O)N1C2CC(CC1(C2)CC=2OC(=NN2)C)C)N2N=CC=N2